N-Omega-Propyl-L-Arginine CCCN=C(N)NCCC[C@@H](C(=O)O)N